O=C[C@H](O)[C@@H](O)[C@H](O)[C@H](O)C(=O)O R-Glucuronic acid